Pyrimidine-6-ol N1=CN=CC=C1O